BrC1=CC=2C(CN3C(C2C=C1)=NC1=C3C=C(C(=C1)C)C)(C(=O)[O-])CC1OCCC1 3-bromo-9,10-dimethyl-5-((tetrahydrofuran-2-yl)methyl)-5,6-dihydrobenzo[4,5]imidazo[2,1-a]isoquinoline-5-carboxylate